OC1=C(C=CC(=C1)C=1C=NN(C1)C)C1=CC2=C(N=N1)N(C=CC2=O)C2C[C@H]1CC[C@@H](C2)N1C(=O)OC(C)(C)C (1R,3s,5S)-tert-butyl 3-(3-(2-hydroxy-4-(1-methyl-1H-pyrazol-4-yl)phenyl)-5-oxopyrido[2,3-c]pyridazin-8(5H)-yl)-8-azabicyclo[3.2.1]octane-8-carboxylate